Difurfuryl Ether C(C1=CC=CO1)OCC1=CC=CO1